(E)-Dodec-2-enal C(\C=C\CCCCCCCCC)=O